4-fluoro-1-methyl-1H-indazole-7-carbonitrile FC1=C2C=NN(C2=C(C=C1)C#N)C